N-[(1S)-1-(dicyclopropylmethyl)-2-[[6-(3,5-dimethyl-1H-pyrazol-4-yl)pyridazin-3-yl]amino]-2-oxo-ethyl]-2-ethyl-pyrazole-3-carboxamide C1(CC1)C([C@@H](C(=O)NC=1N=NC(=CC1)C=1C(=NNC1C)C)NC(=O)C=1N(N=CC1)CC)C1CC1